OB1OC(C2=C1C=C(C=C2)CNCC(=O)OC2C1C3C(CCC(C2)C=C)(CCC3=O)CCC1)(C)C 3-oxo-7-vinyldecahydro-4,9a-propanocyclopenta[8]annulen-5-yl ((1-hydroxy-3,3-dimethyl-1,3-dihydrobenzo[c][1,2]oxaborol-6-yl)methyl)glycinate